1-(1-(1H-pyrazol-4-yl)-1H-1,2,3-triazol-4-ylpropyl)-4-(5-chloro-2-(4-chloro-1H-1,2,4-triazol-1-yl)phenyl)-5-methoxypyridin-2(1H)-one N1N=CC(=C1)N1N=NC(=C1)CCCN1C(C=C(C(=C1)OC)C1=C(C=CC(=C1)Cl)N1N=CN(C1)Cl)=O